C1OCC12CCC(CC2)CN[C@@H]2C=C([C@@H]([C@@H]([C@H]2O)O)O)COC(F)F (1S,2S,3S,6R)-6-(((2-oxaspiro[3.5]nonan-7-yl)methyl)amino)-4-((difluoromethoxy)methyl)cyclohex-4-ene-1,2,3-triol